(3R*,4R*)-1-Cyclohexyl-4-{[1-(2,4-difluoro-phenyl)-1H-[1,2,3]triazole-4-carbonyl]-amino}-piperidine-3-carboxylic acid ((R)-1-cyclobutyl-ethyl)-amide C1(CCC1)[C@@H](C)NC(=O)[C@@H]1CN(CC[C@H]1NC(=O)C=1N=NN(C1)C1=C(C=C(C=C1)F)F)C1CCCCC1 |o1:9,14|